C[C@H]1N([C@@H](COC1)C)C(=O)N[C@H](C(=O)O)CCN(CCCCC1=NC=2NCCCC2C=C1)C[C@@H](CF)OC (2S)-2-[[(3R,5R)-3,5-dimethylmorpholine-4-carbonyl]amino]-4-[[(2S)-3-fluoro-2-methoxy-propyl]-[4-(5,6,7,8-tetrahydro-1,8-naphthyridin-2-yl)butyl]amino]butanoic acid